C1(CC1)CNC(C(=O)N)C 2-(cyclopropylmethylamino)propionamide